(E)-(5-((tert-butyldiphenylsilyl)oxy)-4-methylpent-3-en-1-yl)phosphonic acid dimethyl ester COP(OC)(=O)CC\C=C(\CO[Si](C1=CC=CC=C1)(C1=CC=CC=C1)C(C)(C)C)/C